ClC(=C[C@@H]1C([C@@H]1C(=O)O[C@@H](C1=CC(=C(C=C1)F)OC1=CC=CC=C1)C#N)(C)C)Cl (S)-α-cyano-4-fluoro-3-phenoxybenzyl (1R,3R)-3-(2,2-dichlorovinyl)-2,2-dimethylcyclopropanecarboxylate